[N+](=O)([O-])C1=CC=CC=C1 4-Nitrobenzene